ClC1=C(C(=C2C=NN(C2=C1)COCC[Si](C)(C)C)C1=C(C=2N=C(N=C(C2C=N1)OCC(F)(F)F)OCC12CCCN2CCC1)F)C1CC1 7-(6-chloro-5-cyclopropyl-1-((2-(trimethylsilyl)ethoxy)methyl)-1H-indazol-4-yl)-8-fluoro-2-((hexahydro-1H-pyrrolizin-7a-yl)methoxy)-4-(2,2,2-trifluoroethoxy)pyrido[4,3-d]pyrimidine